4-oxo-1H-pyridine-3-carboxylic acid O=C1C(=CNC=C1)C(=O)O